2-(((1S)-1-(5-(2-(4-fluorophenyl)-3-(4-methoxyphenyl)cyclopropyl)-1,2,4-oxadiazol-3-yl)ethyl)carbamoyl)-4-methoxypyridin-3-yl acetate C(C)(=O)OC=1C(=NC=CC1OC)C(N[C@@H](C)C1=NOC(=N1)C1C(C1C1=CC=C(C=C1)OC)C1=CC=C(C=C1)F)=O